COCCN1CCN(CC1)C1=C(C=C(C=C1)NC(=O)C=1C(NC=CC1NC1=C(C2=C(OCCN2)N=C1)C)=O)C N-(4-(4-(2-methoxyethyl)piperazin-1-yl)-3-methylphenyl)-4-((8-methyl-2,3-dihydro-1H-pyrido[2,3-b][1,4]oxazin-7-yl)amino)-2-oxo-1,2-dihydropyridine-3-carboxamide